2-(1-(5-ethyl-5H-pyrrolo[2,3-b]pyrazin-3-yl)piperidin-3-yl)-5-phenyl-1,3,4-thiadiazole C(C)N1C=CC=2C1=NC(=CN2)N2CC(CCC2)C=2SC(=NN2)C2=CC=CC=C2